BrC1=C(N=C(C(=N1)C(C(C(CC)=O)N1CCN([C@H]2CC[C@H]12)C(=O)OC(C)(C)C)=O)NCC1=CC=C(C=C1)OC)C tert-butyl (1S,6S)-5-(1-(6-bromo-3-((4-methoxybenzyl)amino)-5-methylpyrazin-2-yl)-1,3-dioxopentan-2-yl)-2,5-diazabicyclo[4.2.0]octane-2-carboxylate